trans-dimethyl 1,2-cyclopropanedicarboxylate [C@@H]1([C@@H](C1)C(=O)OC)C(=O)OC